COC1=CC2=C(N3CC4=C(N(C2)C3)C=C(C(=C4)OC)OC)C=C1OC 2,3,8,9-tetramethoxy-6H,12H-5,11-methanodibenzo[b,f][1,5]diazocine